C1(CCCCC1)N1N=CC=2C1=NC(=NC2NC(=O)C=2SC(=CC2)[N+](=O)[O-])C=2OC=CC2 N-(1-cyclohexyl-6-(furan-2-yl)-1H-pyrazolo[3,4-d]pyrimidin-4-yl)-5-nitrothiophene-2-carboxamide